3-(4-bromophenyl)-7,9-di-tert-butyl-4-phenyl-1-oxa-2-azaspiro[4.5]deca-2,6,9-trien-8-one BrC1=CC=C(C=C1)C1=NOC2(C1C1=CC=CC=C1)C=C(C(C(=C2)C(C)(C)C)=O)C(C)(C)C